ethyl 2-((2-(trimethylsilyl) ethoxy) methyl)-2H-tetrazole-5-carboxylate C[Si](CCOCN1N=C(N=N1)C(=O)OCC)(C)C